CN[C@@H](CCS)C(=O)O N-Methyl-homocysteine